tert-butyl 1-(((methylsulfonyl)oxy)methyl)-3-trityl-3,8-diazabicyclo[3.2.1]octane-8-carboxylate CS(=O)(=O)OCC12CN(CC(CC1)N2C(=O)OC(C)(C)C)C(C2=CC=CC=C2)(C2=CC=CC=C2)C2=CC=CC=C2